(S)-1-(3-([1,1'-biphenyl]-4-ylmethyl)-1,2,4-oxadiazol-5-yl)-2-(1-methyl-1H-imidazol-4-yl)ethane C1(=CC=C(C=C1)CC1=NOC(=N1)CCC=1N=CN(C1)C)C1=CC=CC=C1